3-chloro-1-(2,3-dihydrobenzo[b][1,4]dioxin-6-yl)propan-1-one ClCCC(=O)C1=CC2=C(OCCO2)C=C1